benzyl (3-(piperidin-4-yl)propyl)carbamate N1CCC(CC1)CCCNC(OCC1=CC=CC=C1)=O